(E)-3-(3,4-dimethoxyphenyl)-2-butenoic acid COC=1C=C(C=CC1OC)/C(=C/C(=O)O)/C